NC1=CC(=C(C=N1)C1CCN(CC1)C(=O)C1=NC=C(C(=C1)OC)OCC1=CC=CC=C1)OC (6-Amino-4-methoxy-3',4',5',6'-tetrahydro-2'H-[3,4']bipyridinyl-1'-yl)-(5-benzyloxy-4-methoxy-pyridin-2-yl)-methanone